CN1C(=NC2=C1C=CC=C2)C(=O)OC Methyl 1-methyl-1H-benzo[d]imidazole-2-carboxylate